BrCC(CC=1C(=NN(C1)C)Br)=O 1-bromo-3-(3-bromo-1-methyl-1H-pyrazole-4-yl)propan-2-one